3,5-diiodo-tyrosine IC=1C=C(C[C@H](N)C(=O)O)C=C(C1O)I